C(#C)C1=C2C(=CC(=NC2=CC=C1)O)C1=C(C=2N=C(N=C(C2C=N1)N1CC2CCC(C1)O2)OC[C@]21CCCN1C[C@@H](C2)F)F 5-ethynyl-4-[8-fluoro-2-{[(2R,7aS)-2-fluorotetrahydro-1H-pyrrolizin-7a(5H)-yl]methoxy}-4-(8-oxa-3-azabicyclo[3.2.1]octan-3-yl)pyrido[4,3-d]pyrimidin-7-yl]quinolin-2-ol